C(CCC\C=C/CC)OC(CCCC(=O)OCCCCCCBr)OCCCC\C=C/CC 6-bromohexyl 5,5-bis(((Z)-oct-5-en-1-yl)oxy)pentanoate